C(C)OC(=O)C=1C(N(C=CC1)F)=O fluoro-2-oxo-1H-pyridine-3-carboxylic acid ethyl ester